C(N)(OC=1C(=NC(=NC1)CS(N)(=O)=O)C(C)(C)C)=O (tert-butyl 2-(sulfamoylmethyl) pyrimidin-5-yl) carbamate